FC([C@@H]1[C@@](CNCC1)(C(=O)OC)C)([2H])F methyl (3S,4S)-4-(difluoromethyl-d)-3-methylpiperidine-3-carboxylate